2-bromo-5-(pyrrolidin-1-ylmethyl)pyridine BrC1=NC=C(C=C1)CN1CCCC1